(E)-5,5-dimethyl-2-[1-(2-oxo-4-pyridyl)-4-pyrazolylcarbonylamino]-3-hexenoic acid CC(/C=C/C(C(=O)O)NC(=O)C=1C=NN(C1)C1=CC(NC=C1)=O)(C)C